(4-{3,3-difluoro-2'-oxo-1'H-spiro[cyclobutane-1,3'-indol]-5'-yl(hydroxy)methyl}-3,5-dimethylphenyl)-2,2,2-trifluoroacetamide FC1(CC2(C(NC3=CC=C(C=C23)C(C2=C(C=C(C=C2C)NC(C(F)(F)F)=O)C)O)=O)C1)F